1-((R)-hydroxy((R)-5H-imidazo[5,1-a]isoindol-5-yl)methyl)cyclopropane-1-carbonitrile O[C@H](C1(CC1)C#N)[C@@H]1N2C(C3=CC=CC=C13)=CN=C2